BrC=1C=C(C(NC1)=O)F 5-bromo-3-fluoropyridin-2(1H)-one